BrC(N1N=CC=C1C(=O)OC)(F)F methyl 1-(bromodifluoromethyl)-1H-pyrazole-5-carboxylate